COC=1C(=CC2=CN(N=C2C1)[C@H]1[C@@H](CC(CC1)N(C(C)=O)C)C)C(=O)O 6-Methoxy-2-((1R,2R)-2-methyl-4-(N-methylacetamido)cyclohexyl)-2H-indazole-5-carboxylic acid